COC1=CC=C(C=C1)NCCN N-(4-methoxyphenyl)ethylenediamine